C(#N)C(C)(C)C1=CC(=NC=C1)C(=O)NC1=C(C=CC(=C1)C=1C=NC2=CC(=NC=C2C1)NC)F 4-(2-Cyanopropan-2-yl)-N-(2-fluoro-5-(7-(methylamino)-1,6-naphthyridin-3-yl)phenyl)picolinamide